O1C(CCCC1)N1N=CC(=C1)C=1C=CC2=C(C1)COC1=NC(=CC=C12)N1CCC12CCN(CC2)C(=O)OC(C)(C)C tert-butyl 1-{8-[1-(oxan-2-yl)pyrazol-4-yl]-6H-isochromeno[3,4-b]pyridin-3-yl}-1,7-diazaspiro[3.5]nonane-7-carboxylate